COC=1C=C(C=C(C1)OC)B1OC(C)(C)C(C)(C)O1 3,5-dimethoxyphenyl-boronic acid pinacol ester